FC1=C(C(=CC=C1)OC)C1=NC=CC2=C1CN(C2=O)C2=NC(=NC(=C2)C)N2C(CCC2)CO 4-(2-fluoro-6-methoxyphenyl)-2-(2-(2-(hydroxymethyl)pyrrolidin-1-yl)-6-methylpyrimidin-4-yl)-2,3-dihydro-1H-pyrrolo[3,4-c]pyridin-1-one